C1(CC1)OC1=C(C(=NC=C1)OC)C1=CNC2=NC(=CC=C21)NC(=O)[C@H]2[C@@H](C2)CNC (1R,2R)-N-(3-(4-cyclopropoxy-2-methoxypyridin-3-yl)-1H-pyrrolo[2,3-b]pyridin-6-yl)-2-((methylamino)methyl)cyclopropanecarboxamide